(Z)-4-(3-ethoxy-1-(4-fluorophenyl)-3-oxoprop-1-en-1-yl)piperidine-1-carboxylate C(C)OC(\C=C(/C1=CC=C(C=C1)F)\C1CCN(CC1)C(=O)[O-])=O